3-((4-Methoxypyridin-2-yl)methyl)-6-((2-methyl-1H-imidazol-1-yl)methyl)-8-(1-methyl-3-(trifluoromethyl)-1H-pyrazol-4-yl)quinazolin-4(3H)-one COC1=CC(=NC=C1)CN1C=NC2=C(C=C(C=C2C1=O)CN1C(=NC=C1)C)C=1C(=NN(C1)C)C(F)(F)F